O=C1N(CC2=CC(=CC=C12)C1CCN(CC1)CC1=CC=CC=2CCCCC12)C1C(NC(CC1)=O)=O 3-(1-oxo-5-(1-((5,6,7,8-tetra-hydronaphthalen-1-yl)methyl)piperidin-4-yl)isoindolin-2-yl)piperidine-2,6-dione